CN1C(=NN=C1)C1CCN(CC1)C1=C(C#N)C(=CC=C1C1=CN=NC(=C1)C)C=1C=NNC1 2-(4-(4-methyl-4H-1,2,4-triazol-3-yl)piperidin-1-yl)-3-(6-methylpyridazin-4-yl)-6-(1H-pyrazol-4-yl)benzonitrile